C(C)OC(CC1=C(C=C(C(=C1)F)Br)OCCCC1=C(C=CC(=C1)C#N)COC1=NC(=CC=C1)Br)=O 2-[4-bromo-2-[3-[2-[(6-bromo-2-pyridinyl)oxymethyl]-5-cyano-phenyl]propoxy]-5-fluoro-phenyl]acetic acid ethyl ester